OC=1C=C(C=C(C1)O)C=CC1=CC(=C(C=C1)O)O 3,3',4',5-Tetra-hydroxystilben